1-(11Z-eicosenoyl)-2-(9Z-hexadecenoyl)-glycero-3-phosphocholine CCCCCCCC/C=C\CCCCCCCCCC(=O)OC[C@H](COP(=O)([O-])OCC[N+](C)(C)C)OC(=O)CCCCCCC/C=C\CCCCCC